3-chloro-6-(2,6-difluorophenyl)-N-((1r,4r)-4-morpholinocyclohexyl)imidazo[1,2-b]pyridazin-8-amine ClC1=CN=C2N1N=C(C=C2NC2CCC(CC2)N2CCOCC2)C2=C(C=CC=C2F)F